ClC=1C(=NC(=NC1)NC1=CC=C(C=C1)CN1CCOCC1)NC1=C(C(=O)N(C)CCO)C=CC=C1 2-((5-chloro-2-(4-morpholinomethylanilino)pyrimidin-4-yl)amino)-N-(2-hydroxyethyl)-N-methylbenzamide